8-Bromo-3-chloro-7-methylisoquinoline BrC=1C(=CC=C2C=C(N=CC12)Cl)C